2,6-divinyloxybiphenyl C(=C)OC1=C(C(=CC=C1)OC=C)C1=CC=CC=C1